tert-butyl (6'-acetamido-5-(3-oxomorpholino)-[2,3'-bipyridin]-4'-yl)carbamate C(C)(=O)NC1=CC(=C(C=N1)C1=NC=C(C=C1)N1C(COCC1)=O)NC(OC(C)(C)C)=O